CC=1C=CC=2C(C3=CC=C(C=C3NC2C1)N1CCCCC1)(C)C 3,9,9-trimethyl-6-(piperidin-1-yl)-9,10-dihydroacridine